C1(CC1)C=1C=C(C(=NC1)N1CCN(CC1)C(=O)C1=CC(=C(C=C1)[C@]1(C(NC(N1)=O)=O)C)F)C (S)-5-{4-[4-(5-cyclopropyl-3-methylpyridin-2-yl)piperazine-1-carbonyl]-2-fluorophenyl}-5-methylimidazolidine-2,4-dione